N1-(2,2,6,6-tetramethyl-piperidin-4-yl)-hexane-1,6-diamine CC1(NC(CC(C1)NCCCCCCN)(C)C)C